C(C)(=O)OC[C@@H]1C=C([C@H](C1(C)C)C)C ((1R,4R)-3,4,5,5-tetramethylcyclopent-2-en-1-yl)methyl acetate